CC1=CN(C2=CN=CC(=C12)C=1C=C2CCNCC2=CC1)S(=O)(=O)C1=CC=C(C)C=C1 3-methyl-4-(1,2,3,4-tetrahydro-6-isoquinolyl)-1-tosyl-1H-1,6-diazaindene